C(C)(=O)O[C@@H]1C([C@@H]2CC[C@H]3[C@H]4[C@](CC[C@@H]3[C@]2(CC1)C)([C@H](CC4)[C@H](C)CCCC(C)(C)OC(C)=O)C)(C(F)(F)F)O (1R,3aS,3bS,5aR,7S,9aR,9bS,11aR)-1-[(2R)-6-Acetoxy-6-methylheptan-2-yl]-6-hydroxy-9a,11a-dimethyl-6-(trifluoromethyl)hexadecahydro-1H-cyclopenta[1,2-i]phenanthren-7-yl acetate